(R)-4-amino-1,4-dioxo-1-(phenethylamino)butan-2-aminium NC(C[C@H](C(NCCC1=CC=CC=C1)=O)[NH3+])=O